CC1=CC=2N(C=C1C1CCN(CC1)S(=O)(=O)C1=CC(=NN1C)C(F)(F)F)N=CN2 7-methyl-6-(1-((1-methyl-3-(trifluoromethyl)-1H-pyrazol-5-yl)sulfonyl)piperidin-4-yl)-[1,2,4]triazolo[1,5-a]pyridine